O1C2=C(OCC1)C=C(C=C2)NC(C2=C(C=CC(=C2)S(=O)(=O)N2CCC1=CC=CC=C21)OC)=O N-(2,3-dihydrobenzo[b][1,4]dioxin-6-yl)-5-(indolin-1-ylsulfonyl)-2-methoxybenzamide